FC(C(=O)O)(F)F.C(C)(C)(C)C1=NC(=NO1)C(=O)NCC1=C(C=C(C=C1)C1=NC=NN2C1=CC(=C2)C2CN(C2)C)C 5-(tert-butyl)-N-(2-methyl-4-(6-(1-methylazetidin-3-yl)pyrrolo[2,1-f][1,2,4]triazin-4-yl)benzyl)-1,2,4-oxadiazole-3-carboxamide trifluoroacetate